FC1=CC=C(C=C1)C1=NN2C(CO[C@H]([C@H]2C)C)=C1C1=C2C(=NC=C1)NN=C2 (6s,7r)-2-(4-fluorophenyl)-6,7-dimethyl-3-(1H-pyrazolo[3,4-b]pyridin-4-yl)-6,7-dihydro-4H-pyrazolo[5,1-c][1,4]oxazine